5-amino-7-chloroimidazo[1,2-c]pyrimidine-2-carboxylic acid ethyl ester C(C)OC(=O)C=1N=C2N(C(=NC(=C2)Cl)N)C1